tert-butyl (3-azidopropyl)(4-fluorophenethyl)carbamate N(=[N+]=[N-])CCCN(C(OC(C)(C)C)=O)CCC1=CC=C(C=C1)F